C(C)(C)(C)NS(=O)(=O)C1=CNC(=C1)C1=C(C=CC(=C1)C#N)F N-(tert-butyl)-5-(5-cyano-2-fluorophenyl)-1H-pyrrole-3-sulfonamide